N1C2(CCC1)C(C1=CC=CC=C1C2=O)=O spiro[indene-2,2'-pyrrolidine]-1,3-dione